BrC1=CC=C(C=C1)C1C(CNCC1)C 4-(4-bromophenyl)-3-methylpiperidine